BrC1=C(C2=C(CB(O2)O)C=C1)F 6-bromo-7-fluoro-2-hydroxy-1,2-benzoxaborole